meglumine (N-methyl-D-glutamine) salt CN[C@H](CCC(N)=O)C(=O)O.N(C)C[C@H](O)[C@@H](O)[C@H](O)[C@H](O)CO